2,2'-stilbenedisulfonate C=1(C(=CC=CC1)S(=O)(=O)[O-])C=CC=1C(=CC=CC1)S(=O)(=O)[O-]